NCC=1C2=C(C(NN1)=O)C(=NC(=C2)C=2C=NN(C2C2=C(C#N)C(=CC(=C2F)Cl)OC2CC2)C)C=C 2-(4-(1-(Aminomethyl)-4-oxo-5-vinyl-3,4-dihydropyrido[3,4-d]pyridazin-7-yl)-1-methyl-1H-pyrazol-5-yl)-4-chloro-6-cyclopropyloxy-3-fluorobenzonitrile